N(=C=O)CCC(CCN=C=O)C 1,5-diisocyanato-3-methylpentane